CC(=O)[C@H]1[C@@H](C[C@@H]2[C@@]1(CC[C@H]3[C@H]2CC=C4[C@@]3(CC[C@@H](C4)O)C)C)O The molecule is a hydroxypregnenolone that is pregnenolone substituted by a alpha-hydroxy group at position 16. It has a role as a human metabolite. It is a hydroxypregnenolone, a 16alpha-hydroxy steroid and a 3beta-hydroxy-Delta(5)-steroid.